C[C@@H]1COCCN1C(=O)C1CCC(CC1)C1=CC=C(C=C1)N1C[C@@H](CC1)OC=1C(=NC=2N(C1C)N=C(N2)C)C ((R)-3-methylmorpholino)((1R,4R)-4-(4-((R)-3-((2,5,7-trimethyl-[1,2,4]triazolo[1,5-a]pyrimidin-6-yl)oxy)pyrrolidin-1-yl)phenyl)cyclohexyl)methanone